N1(N=NC2=NC=CC=C21)CC2=CC=C(C=C2)C2=NOC(=N2)C(F)(F)F 3-[4-(triazolo[4,5-b]pyridin-1-ylmethyl)phenyl]-5-(trifluoromethyl)-1,2,4-oxadiazole